OC1=CC=C(C=C1)C1=NC2=CC=C3C(=C2C=2CCC(CC12)C#N)C=CN3 7-(4-hydroxyphenyl)-8,9,10,11-tetrahydro-3H-pyrrolo[3,2-a]phenanthridine-9-carbonitrile